(S)-2,3,5-trifluoro-4-(3-(4-(methoxycarbonyl)morpholin-2-yl)propanoyl)benzoic acid FC1=C(C(=O)O)C=C(C(=C1F)C(CC[C@H]1CN(CCO1)C(=O)OC)=O)F